(E)-N-Cyclopropyl-3-(3-(cis-2,6-dimethylmorpholino)-3-oxoprop-1-en-1-yl)-7-hydroxy-5-oxo-4-((tetrahydro-2H-pyran-4-yl)methyl)-4,5-dihydropyrazolo[1,5-a]pyrimidine-6-carboxamide C1(CC1)NC(=O)C=1C(N(C=2N(C1O)N=CC2\C=C\C(=O)N2C[C@@H](O[C@@H](C2)C)C)CC2CCOCC2)=O